(S*)-(3-chloro-10,11-dihydrobenzo[6,7]oxepino[3,2-b]pyridin-10-yl)methanamine ClC=1C=C2C(=NC1)C[C@@H](C1=C(O2)C=CC=C1)CN |o1:8|